NC1=C(C(=O)O)C=C(C=N1)C=1C=C2C=NN(C2=CC1)[C@H]1CN(CC1)C1CCOCC1 (R)-2-amino-5-(1-(1-(tetrahydro-2H-pyran-4-yl)pyrrolidin-3-yl)-1H-indazol-5-yl)nicotinic acid